C(C)(C)(C)OC(NCC1=C(C=C(C=C1)C=1C=2N(C=CN1)N=CC2)C)=O (2-methyl-4-(pyrazolo[1,5-a]pyrazin-4-yl)benzyl)carbamic acid tert-butyl ester